CC1=CC(=NN1C1=CC=C(CN2C3=NC=NC=C3N=C2)C=C1)C(F)(F)F 9-(4-(5-methyl-3-(trifluoromethyl)-1H-pyrazol-1-yl)benzyl)-9H-purine